FC1=C(C=CC(=C1F)OC[C@H]1COCC1)NC=1C2=C(N=CN1)C=CC(=N2)O[C@@H]2CN(CC2)C(C=C)=O 1-((S)-3-((4-((2,3-difluoro-4-(((R)-tetrahydrofuran-3-yl)methoxy)phenyl)amino)-pyrido[3,2-d]pyrimidin-6-yl)oxy)pyrrolidin-1-yl)prop-2-en-1-one